(5S,6S,9R)-5-amino-6-(2,3-difluorophenyl)-6,7,8,9-tetrahydro-5H-cyclohept[b]pyridin-9-yl-(R)-2'-Oxo-1',2'-dihydrospiro[azepane-4,4'-pyrido[2,3-d][1,3]oxazine]-1-carboxylate N[C@H]1[C@@H](CC[C@H](C2=NC=CC=C21)OC(=O)N2CC[C@@]1(C3=C(NC(O1)=O)N=CC=C3)CCC2)C2=C(C(=CC=C2)F)F